4-methoxy-N-(4-(5-(pyridin-2-yl)hexahydropyrrolo[3,4-b]pyrrol-1(2H)-yl)phenyl)benzamide COC1=CC=C(C(=O)NC2=CC=C(C=C2)N2C3C(CC2)CN(C3)C3=NC=CC=C3)C=C1